(S)-1-[2-(Benzo[d]isoxazol-3-yl)phenyl]-2-(6-ethylpyridine-2-yl)ethan-1-amine O1N=C(C2=C1C=CC=C2)C2=C(C=CC=C2)[C@H](CC2=NC(=CC=C2)CC)N